ClC=1C(=NC=C(C1)C(F)(F)F)N1C(SC2=C1C=C(C(=C2)F)[N+](=O)[O-])=O 3-(3-chloro-5-(trifluoromethyl)pyridin-2-yl)-6-fluoro-5-nitrobenzothiazol-2(3H)-one